FC(OC1=C(C(=CC(=C1)C=1N(N=C2C=C(C=C(C12)OCC=1OC(=NN1)C)C=1C=NN(C1)C)C)OC)C(=O)N1CC(C1)(C(F)(F)F)O)F [2-(difluoromethoxy)-6-methoxy-4-[2-methyl-4-[(5-methyl-1,3,4-oxadiazol-2-yl)methoxy]-6-(1-methylpyrazol-4-yl)indazol-3-yl]phenyl]-[3-hydroxy-3-(trifluoromethyl)azetidin-1-yl]methanone